1-((2R,3R)-3-((S)-4-(5-chloro-3-(2-chloro-3-fluorophenyl)pyrazolo[1,5-a]pyridine-2-carbonyl)-2-methylpiperazin-1-yl)-2-methylazetidin-1-yl)prop-2-en-1-one ClC1=CC=2N(C=C1)N=C(C2C2=C(C(=CC=C2)F)Cl)C(=O)N2C[C@@H](N(CC2)[C@H]2[C@H](N(C2)C(C=C)=O)C)C